8-(4-cyclopropylpiperazin-1-yl)-N-(1-(methylsulfonyl)piperidin-4-yl)pyrido[3,4-d]pyrimidin-2-amine C1(CC1)N1CCN(CC1)C1=NC=CC2=C1N=C(N=C2)NC2CCN(CC2)S(=O)(=O)C